COC=1C=C(CCC2=CC(=NN2)NC(C2=CC=C(C=C2)N2C[C@H](N([C@H](C2)C)CC=2C=C3CN(C(C3=CC2)=O)C2C(NC(CC2)=O)=O)C)=O)C=C(C1)OC N-(5-(3,5-dimethoxyphenethyl)-1H-pyrazol-3-yl)-4-((3R,5S)-4-((2-(2,6-dioxopiperidin-3-yl)-1-oxoisoindolin-5-yl)methyl)-3,5-dimethylpiperazin-1-yl)benzamide